COC(=O)C1=CC=C2C=NN(C2=C1)CC(F)F 1-(2,2-difluoroethyl)-1H-indazole-6-carboxylic acid methyl ester